ClC1=CC(=NC=C1C(F)(F)F)C(=O)O 4-chloro-5-(trifluoromethyl)picolinic acid